C1CCCO1 1,4-Epoxybutane